[Ca+2].OC1=CC=C(C=C1)S(=O)(=O)[O-].OC1=CC=C(C=C1)S(=O)(=O)[O-] p-hydroxy-benzenesulfonic acid calcium salt